BrC1=C(C(=O)N(CC(=C)C)CC2=CC(=CC(=C2)OC)OC)C(=CC(=C1)Cl)F 2-bromo-4-chloro-N-(3,5-dimethoxybenzyl)-6-fluoro-N-(2-methylallyl)benzamide